(Diethylamino)propyl acrylat C(C=C)(=O)OCCCN(CC)CC